COC1CC2(CN(C2)C(=O)C)C1 (6-methoxy-2-azaspiro[3.3]hept-2-yl)methyl ketone